C1(CC1)C1=NN(C=C1C1=CC2=C(C=N1)C=NN2C)[C@@H]2C[C@H](C2)CCC=2C=C1C(N(C(C1=CC2)=O)C2C(NC(CC2)=O)=O)=O 5-(2-(Trans-3-(3-cyclopropyl-4-(1-methyl-1H-pyrazolo[4,3-c]pyridin-6-yl)-1H-pyrazol-1-yl)cyclobutyl)ethyl)-2-(2,6-dioxopiperidin-3-yl)isoindoline-1,3-dione